ClC1=C(C(=C(C(=C1C)Cl)C)Cl)C 1,3,5-trichloro-2,4,6-trimethylbenzene